C(#N)C=1C(=NC(=CC1C(F)(F)F)C)N1[C@@H](CCC1)C(=O)NC=1C=C(C=CC1)C (S)-1-(3-cyano-6-methyl-4-(trifluoromethyl)pyridin-2-yl)-N-(m-tolyl)pyrrolidine-2-carboxamide